CC1=C(C=2N(C=C1C1=C(C=3N=C(SC3N1)N1[C@@H](CN(CC1)CC1CCOCC1)C)C(C)C)N=CN2)C (R)-5-(7,8-dimethyl-[1,2,4]triazolo[1,5-a]pyridin-6-yl)-6-isopropyl-2-(2-methyl-4-((tetrahydro-2H-pyran-4-yl)methyl)piperazin-1-yl)-4H-pyrrolo[3,2-d]thiazole